FC1=C(C=C(C=C1)F)N1C(C2=CC(=C(C=C2C(=C1)C(C)C)N1N=C(N(C1=O)CC)CO)F)=O 2-(2,5-Difluorophenyl)-6-(4-ethyl-3-(hydroxymethyl)-5-oxo-4,5-dihydro-1H-1,2,4-triazol-1-yl)-7-fluoro-4-isopropylisoquinolin-1(2H)-one